isoleucine-HCl Cl.N[C@@H]([C@@H](C)CC)C(=O)O